C(C)(C)(C)N(C(O)=O)C1(CCN(CC1)C1CCNCC1)C.ClC1=C(C(=C(C(=C1O)Cl)Cl)O)Cl Tetrachlorohydroquinone tert-Butyl-(4-methyl-[1,4'-bipiperidin]-4-yl)carbamate